BrC1=C2C=C(C(N(C2=CC(=C1)CC)C)=O)C 5-Bromo-7-ethyl-1,3-dimethylquinolin-2(1H)-one